dichloro[rac-ethylenebis(4,5,6,7-tetrahydro-1-indenyl)]zirconium(IV) C1CC[C]2[C](C1)[CH][CH][C]2CC[C]3[CH][CH][C]4[C]3CCCC4.Cl[Zr]Cl